C(=O)(OC(C)(C)C)NC[C@@H]1CC[C@H](CC1)CN N-Boc-trans-1,4-bis(aminomethyl)cyclohexane